(rac)-tert-butyl(methyl{3-nitro-5-[(5-oxopentyl)oxy]benzyl}oxido-λ6-sulfanylidene)carbamate C(C)(C)(C)OC(N=[S@](=O)(CC1=CC(=CC(=C1)OCCCCC=O)[N+](=O)[O-])C)=O |r|